5-fluoro-1'-(2-{7-fluoro-2-methyl-1-[(cis)-3-hydroxy-3-methylcyclobutyl]-1H-1,3-benzimidazol-5-yloxy}ethyl)spiro[indoline-3,4'-piperidin]-2-one FC=1C=C2C(=CC1)NC(C21CCN(CC1)CCOC1=CC2=C(N(C(=N2)C)C2CC(C2)(C)O)C(=C1)F)=O